4-((tert-butoxycarbonyl)(phenethyl)amino)pyrrolidine C(C)(C)(C)OC(=O)N(C1CCNC1)CCC1=CC=CC=C1